R-2,6-di-tert-butoxycarbonylaminohexanoic acid C(C)(C)(C)OC(=O)N[C@@H](C(=O)O)CCCCNC(=O)OC(C)(C)C